1-tetradecylglycerol C(CCCCCCCCCCCCC)OCC(O)CO